Cl.NCC[C@@H]1CN(C(O1)=O)C1=NC2=C(OCC(N2COCC[Si](C)(C)C)=O)N=C1 (R)-6-(5-(2-aminoethyl)-2-oxooxazolidin-3-yl)-4-((2-(trimethylsilyl)ethoxy)methyl)-2H-pyrazino[2,3-b][1,4]Oxazin-3(4H)-one hydrochloride